ethyl 4-(4-((1r,2r,4r)-4-amino-2-(hydroxymethyl) cyclopentyl) phenyl)-7-(4-(trifluoromethyl) phenyl)-2-naphthoate N[C@H]1C[C@H]([C@@H](C1)C1=CC=C(C=C1)C1=CC(=CC2=CC(=CC=C12)C1=CC=C(C=C1)C(F)(F)F)C(=O)OCC)CO